C1(CC1)[C@@H](NC([C@@H]1N(C[C@H](C1)F)C(C1=CC(=CC=C1)S(=O)(=O)C)=O)=O)C1=CC(=C(C=C1)C)F (4S)-N-((R)-cyclopropyl-(3-fluoro-4-methylphenyl)methyl)-4-fluoro-1-(3-(methylsulfonyl)benzoyl)-D-prolinamide